C1(=CC=CC=C1)C1=NC(=NC(=N1)C1=CC=CC=C1)C1=C(C=CC=C1)C1=C(C(=NC(=C1)C1=CC=C(C=C1)N1C2=CC=CC=C2C=2C=C(C=CC12)C1=CC=CC=C1)C1=CC=C(C=C1)N1C2=CC=C(C=C2C=2C=C(C=CC12)C)C)C1=CC=C(C=C1)N1C2=CC=C(C=C2C=2C=C(C=CC12)C)C 9,9'-((4-(2-(4,6-diphenyl-1,3,5-triazin-2-yl)phenyl)-6-(4-(3-phenyl-9H-carbazol-9-yl)phenyl)pyridine-2,3-diyl)bis(4,1-phenylene))bis(3,6-dimethyl-9H-carbazole)